NC[C@H]1[C@@H](C1)CO (trans-2-(aminomethyl)cyclopropyl)methanol